7-methoxy-4-(trifluoromethyl)coumarin COC1=CC=C2C(=CC(OC2=C1)=O)C(F)(F)F